N-{2-[3-amino-4-(fluoromethyl)pyrrolidin-1-yl]-5,6,7,8-tetrahydroquinolin-6-yl}-5-chloro-7-ethyl-7H-pyrrolo[2,3-c]pyridazine-3-carboxamide NC1CN(CC1CF)C1=NC=2CCC(CC2C=C1)NC(=O)C1=CC2=C(N=N1)N(C=C2Cl)CC